C(C(CS(=O)(=O)O)O)NC(CO)(CO)CO 3-[N-Tris(hydroxymethyl)methylamino]-2-hydroxypropanesulfonic Acid